FC1=C(C(=CC(=C1)OC)F)C1=C(C(N(N1C)C=1C(N(C=CC1)C)=O)=O)NC(C1=CC=C(C=C1)OC(F)F)=O N-(5-(2,6-Difluoro-4-methoxyphenyl)-1-methyl-2-(1-methyl-2-oxo-1,2-dihydropyridin-3-yl)-3-oxo-2,3-dihydro-1H-pyrazol-4-yl)-4-(difluoromethoxy)benzamide